CN1C(=NC2=C(C=C(C=C2C1=O)C)[C@@H](CC)NC1=C(C(=O)O)C=C(C=C1)F)N1CCOCC1 (R)-2-((1-(3,6-dimethyl-2-morpholino-4-oxo-3,4-dihydroquinazolin-8-yl)propyl)amino)-5-fluorobenzoic acid